COC=1C=C(COCC)C=CC1O ethyl 3-methoxy-4-hydroxybenzyl ether